1-[2-fluoro-4-(5-{2-[3-(trifluoromethoxy)phenyl]acetamido}-1,3,4-thiadiazol-2-yl)butyl]-N-{[6-(trifluoromethyl)pyridin-3-yl]methyl}-1H-1,2,3-triazole-4-carboxamide FC(CN1N=NC(=C1)C(=O)NCC=1C=NC(=CC1)C(F)(F)F)CCC=1SC(=NN1)NC(CC1=CC(=CC=C1)OC(F)(F)F)=O